C(C)OC(CCC=1C(=CC(=NC1)C(=O)O)C)=O 5-(3-Ethoxy-3-oxopropyl)-4-methylpyridine-2-carboxylic acid